2-benzhydrylethylenediamine C(C1=CC=CC=C1)(C1=CC=CC=C1)C(CN)N